methyl-isobutylketone CC(=O)CC(C)C